C(OCC([C@H](C[C@H]1C(N(CC1)[C@H](C)OC(=O)OC)=O)NC([C@@H](NC(=O)C=1NC2=CC=CC(=C2C1)OC)CC(C)C)=O)=O)(OC)=O (3S)-4-[(3S)-1-{(1S)-1-[(methoxycarbonyl)oxy]ethyl}-2-oxopyrrolidin-3-yl]-3-({N-[(4-methoxy-1H-indol-2-yl)carbonyl]-L-leucyl}amino)-2-oxobutyl methyl carbonate